C1(CC1)CC(N1CCN(CC1)CC=C)C1=CC=C(C=C1)[C@H](C)NC=1N=CC2=C(N(C(OC2)=O)C)N1 7-[[(1S)-1-[4-[2-cyclopropyl-1-(4-prop-2-enylpiperazin-1-yl)ethyl]phenyl]ethyl]amino]-1-methyl-4H-pyrimido[4,5-d][1,3]oxazin-2-one